2-[6-amino-1-[(4-amino-2,6-difluoro-phenyl)methyl]pyrazolo[3,4-d]pyrimidin-4-yl]pyridine-4-carbonitrile NC1=NC(=C2C(=N1)N(N=C2)CC2=C(C=C(C=C2F)N)F)C2=NC=CC(=C2)C#N